COCC1=NC2=C(N1C)C=C(C(=C2C(=O)O)C2=CC=CN1C(=CC(=C21)CNC)C(C2=CC(=C(C(=C2)F)F)F)=O)C(F)(F)F 2-(methoxymethyl)-1-methyl-5-(1-((methylamino)methyl)-3-(3,4,5-trifluorobenzoyl)indolizin-8-yl)-6-(trifluoromethyl)-1H-benzo[d]imidazole-4-carboxylic acid